tert-butyl (2-(2-(4-((3-(4-(cyanomethoxy)-2,3-difluorophenyl)imidazo[1,2-a]pyrazin-8-yl)amino)-2-ethylbenzamido)ethoxy)ethyl)carbamate C(#N)COC1=C(C(=C(C=C1)C1=CN=C2N1C=CN=C2NC2=CC(=C(C(=O)NCCOCCNC(OC(C)(C)C)=O)C=C2)CC)F)F